C(CCCC)(=O)O valeroic acid